2,3-dioxo-N-[(1R,3S)-3-{[2-(trifluoromethyl)quinolin-4-yl]amino}cyclohexyl]-2,3-dihydro-1H-indole-7-carboxamide O=C1NC2=C(C=CC=C2C1=O)C(=O)N[C@H]1C[C@H](CCC1)NC1=CC(=NC2=CC=CC=C12)C(F)(F)F